2-hydroxy-acryloxybenzophenone OC(C(=O)OC1=C(C(=O)C2=CC=CC=C2)C=CC=C1)=C